COC1=CC(=C2C(=N1)NCC2)N2C[C@@H](N(CC2)C(=O)OC(C)(C)C)C tert-butyl (S)-4-(6-methoxy-2,3-dihydro-1H-pyrrolo[2,3-b]pyridin-4-yl)-2-methylpiperazine-1-carboxylate